BrCC1=CC(=NC=C1)C1=NC=CC(=C1)CBr 4,4'-dibromomethyl-2,2'-bipyridine